tin oxide potassium [K].[Sn]=O